tert-butyl ((3S,3aR,6R,6aS)-6-(((S)-11-benzyl-1-(9H-fluoren-9-yl)-3,6,9,12,15-pentaoxo-2-oxa-4,7,10,13,16-pentaazaheptadecan-17-yl)oxy)hexahydrofuro[3,2-b]furan-3-yl)carbamate C(C1=CC=CC=C1)[C@H](NC(CNC(CNC(OCC1C2=CC=CC=C2C=2C=CC=CC12)=O)=O)=O)C(NCC(NCO[C@@H]1CO[C@H]2[C@@H]1OC[C@@H]2NC(OC(C)(C)C)=O)=O)=O